OC1=C(C=CC=C1)CP(C1=CC2=CC=CC=C2C=C1)(C1=CC2=CC=CC=C2C=C1)=O (2-hydroxyphenyl)methyldi(2-naphthyl)phosphine oxide